O=C1NC2=CC=CC=C2C2=CNC([C@H](CCCC1)NC(=O)C1CCC(CC1)CN)=N2 4-Aminomethyl-cyclohexanecarboxylic Acid ((S)-9-oxo-8,16,18-triaza-tricyclo[13.2.1.02,7]octadeca-1(17),2,4,6,15(18)-pentaen-14-yl)-amide